(R)-N-(1-(3-amino-5-trifluoromethylphenyl)ethyl)-6-methoxy-2-methyl-7-((tetrahydro-2H-pyran-4-yl)oxy)quinazolin-4-amine NC=1C=C(C=C(C1)C(F)(F)F)[C@@H](C)NC1=NC(=NC2=CC(=C(C=C12)OC)OC1CCOCC1)C